OC1=C(C=C2N(=C3C(=CC(=CC3=N(C2=C1)=O)C(=O)OC)OC)=O)OC methyl 8-hydroxy-4,7-dimethoxy-5,10-dioxo-5λ5,10λ5-phenazine-2-carboxylate